FC1=CC=C(C=C1)CS(=O)CC1=CC=C(C=C1)F (R)-4-fluoro-phenylmethyl sulfoxide